6-Deuterio-4-[[(2S,3S,4R,5R)-3-(3,4-difluoro-2-methoxyphenyl)-4,5-dimethyl-5-(trifluoromethyl)tetrahydrofuran-2-carbonyl]amino]pyridin-2-carboxamid [2H]C1=CC(=CC(=N1)C(=O)N)NC(=O)[C@H]1O[C@]([C@@H]([C@H]1C1=C(C(=C(C=C1)F)F)OC)C)(C(F)(F)F)C